NC=1C=NN(C1)C1CCC(CC1)CO [4-(4-Aminopyrazol-1-yl)cyclohexyl]methanol